phenyl-[(diphenyltriazinyl)phenyl]dimethyldiazaindenofluorene C1(=CC=CC=C1)C1=C2C=3C=CC=CC3C=C2C=2C(=C1C1=C(C=CC=C1)C1=NN=NC(=C1C1=CC=CC=C1)C1=CC=CC=C1)C1=C(C(=NN=C1C2)C)C